C(C)(C)(C)OC(NC=1C(NC(N(N1)C1=CC(=C(C(=C1)Cl)OC=1N=NC(=C(C1)C1=CC=CC=C1)Cl)Cl)=O)=O)=O t-butyl-N-(2-[3,5-dichloro-4-[(6-chloro-5-phenylpyridazin-3-yl)oxy]phenyl]-3,5-dioxo-4H-1,2,4-triazin-6-yl)carbamate